ethyl-[(3-sulfonylphenyl)methyl]ammonium C(C)[NH2+]CC=1CC(C=CC1)=S(=O)=O